BrC=1N=C(N(N1)C)N1[C@H]2CCC[C@@H]1CC2 (1S,5R)-8-(5-bromo-2-methyl-1,2,4-triazol-3-yl)-8-azabicyclo[3.2.1]octane